OCC(C)C1(NC=CC=C1)C1(NC=C2C(=N1)NNC2=O)SC 6-(2-(hydroxypropan-2-yl)pyridin-2-yl)-6-(methylthio)-1,2-dihydro-3H-pyrazolo[3,4-d]pyrimidin-3-one